3-{4-[(2-amino-4-pyrimidinyl)oxy]-2-isopropylphenyl}-1-[4-fluoro-3-(trifluoromethyl)phenyl]-2,4-imidazolidinedione NC1=NC=CC(=N1)OC1=CC(=C(C=C1)N1C(N(CC1=O)C1=CC(=C(C=C1)F)C(F)(F)F)=O)C(C)C